CC=1C(=CC=CC1)S(=O)(=O)OC1=C(C=CC=C1)NC(=O)NC1=C(C=CC=C1)OS(=O)(=O)C=1C(C)=CC=CC1 N,N'-di-[2-(o-toluenesulfonyloxy)phenyl]urea